ClC1=C(C=C(C=C1)F)[C@H]1N(CCC1)C=1C(=NC=CN1)C(=O)N[C@H](C)\C=C\S(=O)(=O)C ((S)-2-(2-Chloro-5-fluorophenyl)pyrrolidin-1-yl)-N-((R,E)-4-(methylsulfonyl)but-3-en-2-yl)pyrazine-2-carboxamide